2-((3,4-bis(benzyloxy)benzyl)amino)acetamide C(C1=CC=CC=C1)OC=1C=C(CNCC(=O)N)C=CC1OCC1=CC=CC=C1